O=C([C@@H]1[C@H](O)[C@H](O)[C@@H](O)[C@@H](O1)C(=O)O)O 2,6-anhydro-L-glycero-L-galactoheptaric acid